N-butyl-5-methoxy-1H-benzo[d]Imidazole-1-carboxamide C(CCC)NC(=O)N1C=NC2=C1C=CC(=C2)OC